C(C=C)(=O)N1[C@H](CN(CC1)C1=NC(=NC=2C[C@@H](CCC12)N1CCC2=CC=C(C=C12)NC(C)=O)OC[C@H]1N(CCC1)C)CC#N N-(1-((R)-4-((S)-4-Acryloyl-3-(cyanomethyl)piperazin-1-yl)-2-(((S)-1-methylpyrrolidin-2-yl)methoxy)-5,6,7,8-tetrahydroquinazolin-7-yl)indolin-6-yl)acetamide